O=C1N(C(CC1)=O)CCC(=O)[O-] 3-(2,5-dioxopyrrolidin-1-yl)propanoate